C(=O)[O-].C(=O)[O-].C(=O)[O-].OC(C[NH3+])C.OC(C[NH3+])C.OC(C[NH3+])C 2-hydroxypropylammonium tri-formate